2-hydroxy-1-hydroxyphenylindole OC1C(C=CC=C1)(O)C=1NC2=CC=CC=C2C1